C(C)(C)(C)OC(=O)N1CC(C(=CC1)C=1C=C2C(N(C(C2=CC1)=O)C1C(NC(CC1)=O)=O)=O)(F)F.C1(=CC=CC=C1)NC(C#C)=O N-phenyl-propynamide tert-butyl-4-(2-(2,6-dioxopiperidin-3-yl)-1,3-dioxoisoindolin-5-yl)-3,3-difluoro-3,6-dihydropyridine-1(2H)-carboxylate